FC(C1=CC=C(C=C1)C=1C=2N(C=C(N1)CN)C=CC2)(F)F (1-(4-(trifluoromethyl)phenyl)pyrrolo[1,2-a]pyrazin-3-yl)methanamine